3-Methyl-5-oxo-1-phenyl-N-(3-(thiophen-2-yl)phenyl)-4,5-dihydro-1H-pyrazole-4-carboxamide CC1=NN(C(C1C(=O)NC1=CC(=CC=C1)C=1SC=CC1)=O)C1=CC=CC=C1